FC1=CC=C(C=C1)N1N=CC(=C1)CN1CCC2(CC1)COC1=C3CN(C(C3=CC=C12)=O)C1C(NC(CC1)=O)=O 3-(1'-((1-(4-fluorophenyl)-1H-pyrazol-4-yl)methyl)-6-oxo-6,8-dihydro-2H,7H-spiro[furo[2,3-e]isoindole-3,4'-piperidin]-7-yl)piperidine-2,6-dione